C(CCCCCCCCCCC)(=O)OCCCCCCCC\C=C\C\C=C/CCCCC trans-linoleyl laurate